1,18-dimethyl octadecanedioate C(CCCCCCCCCCCCCCCCC(=O)OC)(=O)OC